Cl.NC\C=C(\CN1N=NC2=C1C=C(C=C2C2=C(C=CC(=C2)S(NC)(=O)=O)OC)C(=O)NOC)/F (Z)-1-(4-amino-2-fluorobut-2-en-1-yl)-N-methoxy-4-(2-methoxy-5-(N-methylsulfamoyl)phenyl)-1H-benzo[d][1,2,3]triazol-6-carboxamide Hydrochloride